2-((tert-butyldimethylsilyl)oxy)propanoic acid tert-butyl ester C(C)(C)(C)OC(C(C)O[Si](C)(C)C(C)(C)C)=O